4-((1R,3S)-3-hydroxycyclohexylamino)-2-(tetrahydro-2H-pyran-4-ylamino)pyrimidine-5-carbonitrile O[C@@H]1C[C@@H](CCC1)NC1=NC(=NC=C1C#N)NC1CCOCC1